C(C1=CC=CC=C1)NC(=O)C=1N(C(N2C1CN([C@@H](C2)C2CC2)C(C2=CC(=C(C=C2)Br)Cl)=O)=O)C2=CC=C(C=C2)OC |r| rac-(6R)-N-benzyl-7-(4-bromo-3-chloro-benzoyl)-6-cyclopropyl-2-(4-methoxyphenyl)-3-oxo-6,8-dihydro-5H-imidazo[1,5-a]pyrazine-1-carboxamide